N=1C=CN2C=NC(=CC21)OCC21COC(C2)C1 4-((imidazo[1,2-c]pyrimidin-7-yloxy)methyl)-2-oxabicyclo[2.1.1]hexan